O[C@H]1[C@@H](O)[C@@H](O)[C@H](O)[C@@H](O1)C(=O)O α-L-guluronic Acid